FC1=C(C(=CC=C1F)C1=CC=CC=C1)C(=O)NC1=CC=C(C=N1)C(=O)O 6-{3,4-difluoro-[1,1'-biphenyl]-2-amido}pyridine-3-carboxylic acid